CC1=CC(=NN1)NC=1C2=C(N=C(N1)NC1CC3CCC(C1)N3CCC#N)SC(=C2)CN2CCOCC2 3-((3-Exo)-3-((4-((5-methyl-1H-pyrazol-3-yl)amino)-6-(morpholinomethyl)thieno[2,3-d]pyrimidin-2-yl)amino)-8-azabicyclo[3.2.1]oct-8-yl)propionitrile